1-(4-acetylphenyl)-3-(3-(2-ethoxyethyl)-4-oxo-3,4-dihydroquinazolin-6-yl)urea C(C)(=O)C1=CC=C(C=C1)NC(=O)NC=1C=C2C(N(C=NC2=CC1)CCOCC)=O